{2-[bis(2-thienylmethyl)amino]-2-oxoethyl}carbamic acid tert-butyl ester C(C)(C)(C)OC(NCC(=O)N(CC=1SC=CC1)CC=1SC=CC1)=O